[(8R)-5-(4-chloro-1,3,5-triazin-2-yl)-5-azaspiro[2.5]octan-8-yl]-[(3S)-3-(6-methyl-3-pyridyl)isoxazolidin-2-yl]methanone ClC1=NC(=NC=N1)N1CC2(CC2)[C@@H](CC1)C(=O)N1OCC[C@H]1C=1C=NC(=CC1)C